tert-butyl alcohol potassium chloride [Cl-].[K+].C(C)(C)(C)O